N[C@@H]1C2=CC=CC=C2CC12CCN(CC2)C=2C(=NC(=CN2)C#CCN2C=CC1=CC(=CC=C21)N)CO (S)-(3-(1-amino-1,3-dihydrospiro[inden-2,4'-piperidin]-1'-yl)-6-(3-(5-amino-1H-indol-1-yl)prop-1-yn-1-yl)pyrazin-2-yl)methanol